P(=S)(O)(O)OC[C@@H]1[C@H]([C@H]([C@@H](O1)N1C=NC=2C(N)=NC=NC12)OC)O 2'-O-methyl-adenosine 5'-thiophosphate